4-methoxymethyl-2,3,5,6-tetrafluorobenzyl 3,3-dimethyl-4-pentenoate CC(CC(=O)OCC1=C(C(=C(C(=C1F)F)COC)F)F)(C=C)C